6-Chloro-3-[[(1R)-1-[2-(4,4-difluorocyclohexyl)-3,6-dimethyl-4-oxo-chromen-8-yl]ethyl]-amino]pyridine-2-carboxamide ClC1=CC=C(C(=N1)C(=O)N)N[C@H](C)C=1C=C(C=C2C(C(=C(OC12)C1CCC(CC1)(F)F)C)=O)C